N,N-diallyl-2,4,6-trimethylbenzamide C(C=C)N(C(C1=C(C=C(C=C1C)C)C)=O)CC=C